triazacyclotridecine N1N=NC=CC=CC=CC=CC=C1